4-amino-6-methyl-1-(3'-amino-4'-methyl-phenyl)-1,3,3-trimethylindane NC1=C2C(CC(C2=CC(=C1)C)(C)C1=CC(=C(C=C1)C)N)(C)C